COC1=C(C=CC(=C1)N1CCC(CC1)N1CCN(CC1)C)NC1=NC=NC(=C1)N1OCC[C@@H]1C1=CC=CC2=CC=CC=C12 (R)-N-(2-methoxy-4-(4-(4-methylpiperazin-1-yl)piperidin-1-yl)phenyl)-6-(3-(naphthalen-1-yl)isoxazolidin-2-yl)pyrimidin-4-amine